C1(=CC=CC=C1)CC(C)(C)OOC(C)C isopropyl phenyl-t-butyl peroxide